ClC=1C=CC=C2C=C(NC12)C(=O)N1CC2(CC1C(=O)N[C@@H](CC1C(NC(C1)(C)C)=O)C#N)CCCCC2 2-(7-chloro-1H-indole-2-carbonyl)-N-[(1S)-1-cyano-2-(5,5-dimethyl-2-oxo-pyrrolidin-3-yl)ethyl]-2-azaspiro[4.5]decane-3-carboxamide